O=C1NC(CCC1N1C(C2=CC=CC(=C2C1=O)NCCCOC1=CC=C(C=C1)[C@@H](C)NC(C)=O)=O)=O N-[(1R)-1-[4-(3-{[2-(2,6-dioxopiperidin-3-yl)-1,3-dioxo-2,3-dihydro-1H-isoindol-4-yl]amino}propoxy)phenyl]ethyl]acetamide